4'-((propane-1,3-diylbis(oxy))bis(4-fluoro-6-methoxyisoindoline-5,2-diyl))bis(4-oxobutanoic acid) C(CCOC=1C(=C2CN(CC2=CC1OC)C(C(=O)O)CC=O)F)OC=1C(=C2CN(CC2=CC1OC)C(C(=O)O)CC=O)F